3''-chloro-4''-((3,5-difluoropyridine-2-yl)methoxy)-5'-(fluoromethyl)-3-(2-hydroxypropane-2-yl)-6''-methyl-2H,2''H-[1,2':4',1''-terpyridine] ClC=1CN(C(=CC1OCC1=NC=C(C=C1F)F)C)C1=CC(=NC=C1CF)N1CC(=CC=C1)C(C)(C)O